1-cyclopentene-1,2-dicarboxylic acid C1(=C(CCC1)C(=O)O)C(=O)O